C(N)(O[C@@]1(C(CCC2=CC(=CC=C12)C1=C(C=C(C=C1)OC)F)(C)C)[C@@H]1CN2CCC1CC2)=O (S)-quinuclidin-3-yl((R)-6-(2-fluoro-4-methoxyphenyl)-2,2-dimethyl-1,2,3,4-tetrahydronaphthalen-1-yl) carbamate